FC(OC=1C=C(NC2=NC=C(C=N2)C2=CN=CC(=N2)NC2CN(C2)C(C=C)=O)C=CC1)(F)F 1-[3-[[6-[2-[3-(trifluoromethoxy)anilino]pyrimidin-5-yl]pyrazin-2-yl]amino]azetidin-1-yl]prop-2-en-1-one